C(C)(C)(C)OC(=O)N(CCN1C(=NC2=C1C=C(C=C2)C(=O)OC)CC2=C(C=C(C(=C2)F)C2=NC(=CC=C2)OCC2=C(C=C(C=C2)C#N)F)F)C2CC2 methyl 1-(2-((tert-butoxycarbonyl)(cyclopropyl)amino)ethyl)-2-(4-(6-((4-cyano-2-fluorobenzyl)oxy)pyridin-2-yl)-2,5-difluorobenzyl)-1H-benzo[d]imidazole-6-carboxylate